C1(CCCC1)CC(C(=O)NC=1C=CC(=C2C=CC=NC12)I)C=C 2-(Cyclopentylmethyl)-N-(5-iodoquinolin-8-yl)but-3-enamide